[NH4+].C(#N)C1=CC(=C(COC2=NN(C=C2)C2CCN(CC2)CC2=NC=3C(=NC=C(C3)C(=O)[O-])N2CC2=CN=CN2CC)C=C1)F 2-((4-(3-((4-cyano-2-fluorobenzyl)oxy)-1H-pyrazol-1-yl)piperidin-1-yl)methyl)-3-((1-ethyl-1H-imidazol-5-yl)methyl)-3H-imidazo[4,5-b]pyridine-6-carboxylic acid, ammonium salt